ClC=1C(=CC(=NC1)NC(CC=1C=CC(=NC1)C=1CN(CCC1)C#N)=O)P(=O)(C)C N-(5-chloro-4-(dimethylphosphoryl)pyridin-2-yl)-2-(1'-cyano-1',2',5',6'-tetrahydro-[2,3'-bipyridin]-5-yl)acetamide